tert-Butyl 3-(3-methoxy-3-oxopropanoyl)piperidine-1-carboxylate COC(CC(=O)C1CN(CCC1)C(=O)OC(C)(C)C)=O